ClC=1C(=NC(=NC1)NC1CCOCC1)C1=CC=C2CN(C(C2=C1)=O)CC(=O)N[C@H]1[C@H](CC2=CC=CC=C12)O 2-(6-{5-chloro-2-[(oxacyclohex-4-yl)amino]pyrimidin-4-yl}-1-oxo-2,3-dihydro-1H-isoindol-2-yl)-N-[(1R,2S)-2-hydroxy-2,3-dihydro-1H-inden-1-yl]acetamide